C(C)(C)(C)BPC (S)-tert-butylmethylphosphinoborane